4-(difluoromethoxy)cyclohexane-1-one FC(OC1CCC(CC1)=O)F